2-[[2-[Benzyloxycarbonyl(methyl)amino]acetyl]-methyl-amino]acetic acid C(C1=CC=CC=C1)OC(=O)N(CC(=O)N(CC(=O)O)C)C